Ethyl 2-bromo-3-(2-methylpyridin-4-yl)-3-oxopropanoate BrC(C(=O)OCC)C(=O)C1=CC(=NC=C1)C